C1(CCCCC1)S(=O)(=O)Cl cyclohexanesulfonyl chloride